C(CCC)C1=CC=C(C=C1)C=CC#N 3-(4-butylphenyl)acrylonitrile